C(C)(C)(C)OC(=O)N1[C@@H](CCC1)C=1C=C(C=C2CCN(CC12)C(C1=CC=CC=C1)=O)C=1C=C2C(=NC1)NC=C2C.C(C)(C)(C)[C@]21NC[C@H](CC2)C1 TERT-BUTYL-(1S,4R)-2-AZABICYCLO[2.2.1]HEPTANE tert-butyl-(S)-2-(2-benzoyl-6-(3-methyl-1H-pyrrolo[2,3-b]pyridin-5-yl)-1,2,3,4-tetrahydroisoquinolin-8-yl)pyrrolidine-1-carboxylate